CN1N=CC(=C1C)C1(NC(NC1=O)=O)CNC(=O)C=1C(=CC=CC1)C1=CC=C(C=C1)C(F)(F)F N-{[4-(1,5-dimethyl-1H-pyrazol-4-yl)-2,5-dioxoimidazolidin-4-yl]methyl}-4'-(trifluoromethyl)[biphenyl]-2-carboxamide